3-(2-(((S)-1-((3R,5'S)-5'-carbamoyl-2-oxospiro[indol-3,3'-pyrrolidin]-1'-yl)-4-methyl-1-oxopentan-2-yl)amino)ethyl)-4,6,7-trifluoro-1H-indole-2-carboxylic acid C(N)(=O)[C@@H]1C[C@@]2(CN1C([C@H](CC(C)C)NCCC1=C(NC3=C(C(=CC(=C13)F)F)F)C(=O)O)=O)C(NC1=CC=CC=C12)=O